tetrahydro-imidazo(4,5,1-jk)-(1,4)-benzodiazepin-2(1H)-thione N1C(N2CCNCC3=C2C1=CC=C3)=S